FC=1C=C(C=CC1F)C1=C(C=C(C=C1)F)NC(=O)C=1C(=NN(C1)C)C(F)F N-(3',4'-difluoro-4-fluorobiphenyl-2-yl)-1-methyl-3-difluoromethyl-1H-pyrazole-4-carboxamide